2-(1-Methyl-1H-pyrazol-4-yl)-N-((1-(4-phenoxyphenyl)-1H-1,2,3-triazol-4-yl)methyl)-6-(trifluoromethyl)pyridin-4-amine CN1N=CC(=C1)C1=NC(=CC(=C1)NCC=1N=NN(C1)C1=CC=C(C=C1)OC1=CC=CC=C1)C(F)(F)F